2,2'-(4',5'-bis(10-methylphenazin-5(10H)-yl)-[1,1':3',1''-terphenyl]-3,3''-diyl)bis(benzo[d]oxazole) CN1C2=CC=CC=C2N(C=2C=CC=CC12)C1=C(C=C(C=C1N1C=2C=CC=CC2N(C2=CC=CC=C12)C)C1=CC(=CC=C1)C=1OC2=C(N1)C=CC=C2)C2=CC(=CC=C2)C=2OC1=C(N2)C=CC=C1